Oxybis(methyl-2,1-ethandiyl)diacrylat O(CC(C)C=CC(=O)[O-])CC(C)C=CC(=O)[O-]